butyl-[3-[2-chloro-4-fluoro-5-(1-methyl-6-trifluoromethyl-2,4-dioxo-1,2,3,4-tetrahydropyrimidin-3-yl)phenoxy]-2-pyridyloxy]acetic acid ethyl ester C(C)OC(C(OC1=NC=CC=C1OC1=C(C=C(C(=C1)N1C(N(C(=CC1=O)C(F)(F)F)C)=O)F)Cl)CCCC)=O